C(C=C)[C@@H]1[C@@](CNC1)(C(=O)O[C@H](C)C1=CC=CC=C1)NC([C@H](C)NC(=O)OCC1=CC=CC=C1)=O (R)-1-phenylethyl (3R,4S)-4-allyl-3-((S)-2-(((benzyloxy)carbonyl)amino)propanamido)pyrrolidine-3-carboxylate